C[C@H]1NCCC=2C1=NN(C2C2=CC=CC=C2)C2=CC=CC=C2 (R)-7-methyl-2,3-diphenyl-4,5,6,7-tetrahydro-2H-pyrazolo[3,4-c]pyridine